BrC1=CC(=CC=2CCC12)C(C)=O (5-bromobicyclo[4.2.0]oct-1(6),2,4-trien-3-yl)ethan-1-one